FC1=C(C[C@@H]2N(CC[C@@H]2NS(=O)(=O)C)C(=O)[C@@H]2OCC2)C=CC=C1C#CC1(CC1)C(F)(F)F N-((2S,3S)-2-(2-fluoro-3-((1-(trifluoromethyl)cyclopropyl)ethynyl)benzyl)-1-((R)-oxetane-2-carbonyl)pyrrolidin-3-yl)methanesulfonamide